C=1(C(=CC=C2C=CC=CC12)C(=O)[O-])C(=O)[O-].[Fe+2] iron naphthalenedicarboxylate